COC1=C(C(=C(C=C1)OC)C)C 1,4-dimethoxy-2,3-dimethylbenzene